5-cyclopentadecanol C1CCCC(CCCCCCCCCC1)O